3-Butoxy-6,6,9-trimethyl-6a,7,8,10a-tetrahydrobenzo[c]chromen-1-ol C(CCC)OC=1C=C(C=2C3C(C(OC2C1)(C)C)CCC(=C3)C)O